COC=1C=C(N)C=CC1 m-methoxyaniline